[Ni](Cl)Cl.CC(C(C(N)(N)C)(C)C)C tetramethyl-butanediamine nickel dichloride